NCC1=C(C=CC=C1)C1COCCCN1C1=NC(=NC(=C1)C)N 4-[3-[2-(aminomethyl)phenyl]-1,4-oxazepan-4-yl]-6-methyl-pyrimidin-2-amine